1H-imidazo[4,5-c]quinolin N1C=NC=2C=NC=3C=CC=CC3C21